N=1N=C(NC1)C=1C=C(C=CC1)C=1C=C2C(=NC=NC2=CC1)N[C@H](C)C1=CC=CC=C1 (R)-6-(3-(4H-1,2,4-triazol-3-yl)phenyl)-N-(1-phenylethyl)quinazolin-4-amine